4-(3-((R)-3-Aminopiperidin-1-carbonyl)-1-(2-fluoro-4-(3-methoxypyrrolidin-1-yl)phenyl)-1H-pyrazol-5-yl)-2-fluorobenzonitril N[C@H]1CN(CCC1)C(=O)C1=NN(C(=C1)C1=CC(=C(C#N)C=C1)F)C1=C(C=C(C=C1)N1CC(CC1)OC)F